OC1(CCN(CC1)C(=O)C1=NC=2C(=C3C(=NC2)NC=C3)N1C1CCC(CC1)CC#N)C1=NC=CC=C1 2-((1r,4r)-4-(2-(4-hydroxy-4-(pyridin-2-yl)piperidine-1-carbonyl)imidazo[4,5-d]Pyrrolo[2,3-b]Pyridin-1(6H)-yl)cyclohexyl)acetonitrile